3,5-bis(1,1-dimethylethyl)-4-hydroxybenzenepropanoic acid, ethyl ester CC(C)(C)C=1C=C(C=C(C1O)C(C)(C)C)CCC(=O)OCC